ClC1=CC2=C(N=N1)N(C=C2)CC2(CCN(CC2)C(=O)OC(C)(C)C)F tert-butyl 4-({3-chloro-7H-pyrrolo[2,3-c]pyridazin-7-yl}methyl)-4-fluoropiperidine-1-carboxylate